C1(CC1)C=1C=C2C=C(NC2=CC1OCC1=NOC=C1)CNC(=O)N1CCC1 N-((5-cyclopropyl-6-(isoxazol-3-ylmethoxy)-1H-indol-2-yl)methyl)azetidine-1-carboxamide